(2-fluorophenyl)(1-methyl-4,10-dihydrobenzo[b]pyrazolo[3,4-e][1,4]diazepin-5(1H)-yl)methanone FC1=C(C=CC=C1)C(=O)N1C2=C(NC3=C(C1)C=NN3C)C=CC=C2